C(C)(C)(C)N(CCN(CCN(CCN(C)C(C)(C)C)C)C)C N,N'''-ditertbutyl-N,N',N'',N'''-tetramethyl(triethylenetetraamine)